COC=1C=C(C=CC1)C=1N=C(SC1)C1CCN(CC1)C1=C(C(N(C2=CC=CC=C12)C)=O)C(=O)N 4-{4-[4-(3-Methoxyphenyl)-1,3-thiazol-2-yl]piperidin-1-yl}-1-methyl-2-oxo-1,2-dihydroquinoline-3-carboxamide